1,2-epoxyheptadecane C1C(CCCCCCCCCCCCCCC)O1